zinc telluride nitrogen [N+3].[Te-2].[Zn+2]